COC1=C(C=CC(=C1)NC(=O)C1(CCCC1)C1=CC=C(C=C1)Cl)NC(=O)C1=NC=CC(=C1)Cl N-(2-methoxy-4-(1-(4-chlorophenyl)cyclopentane-1-carboxamido)phenyl)-4-chloropyridine-2-carboxamide